[NH4+].ClC1=C(SC(=C1)Cl)C1=NN=NN1 5-(3,5-dichlorothiophen-2-yl)-1H-tetrazole, ammonium salt